C(C)(=O)O[C@@H](C=C)[C@H]1[C@@H](CC1)CN1C2=C(OC[C@]3(CCCC4=CC(=CC=C34)Cl)C1)C=CC(=C2)C(=O)O (S)-5-(((1R,2R)-2-((S)-1-acetoxyallyl)cyclobutyl)methyl)-6'-chloro-3',4,4',5-tetrahydro-2H,2'H-spiro[benzo[b][1,4]oxazepine-3,1'-naphthalene]-7-carboxylic acid